(2',4',6'-triisopropyl-[1,1'-biphenyl]-4-yl)boronic acid C(C)(C)C1=C(C(=CC(=C1)C(C)C)C(C)C)C1=CC=C(C=C1)B(O)O